2-amino-3-(4-(3-oxobutanoyl)phenyl)propanoic acid NC(C(=O)O)CC1=CC=C(C=C1)C(CC(C)=O)=O